FC(S(=O)(=O)OC1=CCC(CC1)C1=CC(=C(C=C1)Cl)F)(F)F [4-(4-chloro-3-fluoro-phenyl)cyclohexen-1-yl] trifluoromethanesulfonate